NC1=NC(=C(C=C1C1=CC2=C(C(NCCO2)=O)C=C1)Br)F 8-(2-amino-5-bromo-6-fluoropyridin-3-yl)-3,4-dihydrobenzo[f][1,4]oxazepin-5(2H)-one